FC=1C=C(C=CC1)COC=1C(=NC=CC1)N 3-[(3-fluorophenyl)methoxy]pyridin-2-amine